CN(C1CCN(CC1)C=1SC2=C(N1)C=CC(=C2)C2=CC1=CN(N=C1C=C2)C)C N,N-Dimethyl-1-[6-(2-methyl-2H-indazol-5-yl)-1,3-benzothiazol-2-yl]piperidin-4-amin